ClC1=C(C=C(C=C1)C1=CC=C(C(=N1)N1[C@@H](CC[C@@H]1C)C)C(=O)NS(=O)(=O)C=1C(NC=CC1)=O)OCCC 6-(4-Chloro-3-propoxyphenyl)-2-[(2R,5S)-2,5-dimethylpyrrolidin-1-yl]-N-[(2-oxo-1H-pyridin-3-yl)sulfonyl]pyridin-3-carboxamid